2-dodecyloxyethyl-dimethyl-amine oxide C(CCCCCCCCCCC)OCC[N+](C)(C)[O-]